(R)-3-(2-amino-3-phenylpropoxy)isoquinoline-4-carboxylic acid methyl ester dihydrochloride Cl.Cl.COC(=O)C1=C(N=CC2=CC=CC=C12)OC[C@@H](CC1=CC=CC=C1)N